n-dodecyl-2,4,5-trifluoroaniline C(CCCCCCCCCCC)NC1=C(C=C(C(=C1)F)F)F